C(#N)C1=C(C=CC(=N1)NC(OC(C)(C)C)=O)N(C)C tert-butyl (6-cyano-5-(dimethylamino)pyridin-2-yl)carbamate